FC(C(=O)O)(F)F.NCCN=[S@@](=O)(C)C=1C=C(C=CC1)NC(C1=C(N=CC(=C1C)Br)N1CCC(CCC1)(F)F)=O (R)-N-(3-(N-(2-aminoethyl)-S-methylsulfonimidoyl)phenyl)-5-bromo-2-(4,4-difluoroazepan-1-yl)-4-methylnicotinamide 2,2,2-trifluoroacetate